C(C)(C)(C)OC(=O)N1C(COCCC1)C1=C(C=CC(=C1)Br)Cl.C(CCCCCCCCCCCCCCCCC(=O)O)(=O)O Octadecanedioic Acid Tert-butyl-3-(5-bromo-2-chloro-phenyl)-1,4-oxazepane-4-carboxylate